N-(4-(hydroxymethyl)tetrahydro-2H-pyran-4-yl)-2-methyl-5-(pyridin-2-ylmethoxy)benzofuran OCC1(CCOCC1)N1C(C=CC=C1)COC=1C=CC2=C(C=C(O2)C)C1